Cl.Cl.N1CCC2(CC1)[C@@H](C1=CC=CC=C1C2)N (S)-1,3-dihydrospiro[indene-2,4'-piperidine]-1-amine-dihydrochloride